(S)-N-((S)-2-(4-(4-(2-(2-(2-(benzyloxy)ethoxy)ethoxy)ethoxy)-5,6-difluoro-1-methyl-1H-indole-2-carbonyl)piperazin-1-yl)-1-cyclohexyl-2-oxoethyl)-2-(methylamino)propanamide C(C1=CC=CC=C1)OCCOCCOCCOC1=C2C=C(N(C2=CC(=C1F)F)C)C(=O)N1CCN(CC1)C([C@H](C1CCCCC1)NC([C@H](C)NC)=O)=O